(2R,3S,4R,5R)-5-(3-benzoyl-2,4-dioxo-3,4-dihydropyrimidin-1(2H)-yl)-2-((E)-2-(dimethoxyphosphoryl)vinyl)-4-(fluoromethyl)tetrahydrofuran-3-yl(2-cyanoethyl)diisopropylphosphoramidite C(C1=CC=CC=C1)(=O)N1C(N(C=CC1=O)[C@H]1[C@@H]([C@@H]([C@H](O1)\C=C\P(=O)(OC)OC)OP([O-])N(C(C)(C)CCC#N)C(C)C)CF)=O